FC(COC(=O)N(NC([C@@H](NC(=O)OCC1=CC=CC=C1)CC(C)C)=O)CCC(=O)N)(F)F.C(=O)(OC(C)(C)C)N1C[C@@H]2CN[C@@H]2CC1 cis-3-boc-3,7-diazabicyclo[4.2.0]octane 2,2,2-trifluoroethyl-1-(3-amino-3-oxopropyl)-2-(((benzyloxy)carbonyl)-L-leucyl)hydrazine-1-carboxylate